methyl methacrylate ethylimine C(C)N=C(C(=C)C)OC